tert-butyl 4-(4-bromophenyl)-4-cyano-pentanoate BrC1=CC=C(C=C1)C(CCC(=O)OC(C)(C)C)(C)C#N